OC=1C=C(C=CC1O)S(=O)(=O)N[C@@H](CC(C)C)C(=O)OC Methyl ((3,4-dihydroxyphenyl)sulfonyl)-L-leucinate